N-(5-(6-(4-(tert-butyl)-2-((2R,6R)-2,6-dimethylmorpholino)phenyl)-1-oxo-3,4-dihydroisoquinolin-2(1H)-yl)-2-hydroxyphenyl)methanesulfonamide C(C)(C)(C)C1=CC(=C(C=C1)C=1C=C2CCN(C(C2=CC1)=O)C=1C=CC(=C(C1)NS(=O)(=O)C)O)N1C[C@H](O[C@@H](C1)C)C